4-[(4-bromo-2-fluorophenyl)amino]-1-methyl-6-oxo-1,6-dihydropyridazine-3-carboxylic acid BrC1=CC(=C(C=C1)NC=1C(=NN(C(C1)=O)C)C(=O)O)F